methyl-2-hydroxy(2-chlorobenzene) methacrylate C(C(=C)C)(=O)O.CC1C(C=CC=C1)(Cl)O